C(C)N1CCC(CC1)NC1=NC(=NC2=CC(=C(C=C12)OC)C#CCCN1CCCC1)N1CCCC1 N-(1-ethylpiperidine-4-yl)-6-methoxy-2-(pyrrolidine-1-yl)-7-(4-(pyrrolidine-1-yl)but-1-yn-1-yl)quinazolin-4-amine